N1=CN=CC2=C1C=NCC2 5,6-dihydropyrido[3,4-d]pyrimidine